4-cyano-4-[(dodecylmercaptothiocarbonyl)sulfanyl]pentanoic acid C(#N)C(CCC(=O)O)(C)SC(=S)SCCCCCCCCCCCC